[Na+].[Na+].P(=O)(OC=1NC2=CC=C(C(=C2C1)Cl)Br)([O-])[O-] 5-bromo-4-chloroindolyl phosphate disodium salt